6-methyl-1,6-dihydro-7H-pyrrolo[2,3-c]pyridine-Methanol CN1CC2=C(C=C1)C=C(N2)CO